C1(=CC=CC=C1)N1N=CC(=C1)C(=O)N[C@@H](CO)C(=O)N[C@@H](CO)C(=O)[O-] (1-phenyl-1H-pyrazole-4-carbonyl)-Z-seryl-Z-serinate